Cl.CN(CCCN=C=NCC)C 1-(3-Dimethylaminopropyl)-3-ethylcarbodiimide, hydrochloride